BrC=1C(NC(NC1)=O)=O 5-bromo-1,2,3,4-tetrahydropyrimidine-2,4-dione